C(C)N1CCN(CC1)C1=CC=C(C=C1)B1OC(C)(C)C(C)(C)O1 (4-(4-ethylpiperazin-1-yl)phenyl)boronic acid pinacol ester